dodecylmethylbis(trimethylsiloxy)silane C(CCCCCCCCCCC)[Si](O[Si](C)(C)C)(O[Si](C)(C)C)C